C1(CCC1)N1N=CC(=C1)C1=NN=C(O1)C(=O)N1[C@@H](C2=C(CC1)NC=N2)C2=NN1C(C(=CC=C1)F)=C2 (S)-(5-(1-cyclobutyl-1H-pyrazol-4-yl)-1,3,4-oxadiazol-2-yl)(4-(4-fluoropyrazolo[1,5-a]pyridin-2-yl)-6,7-dihydro-1H-imidazo[4,5-c]pyridin-5(4H)-yl)methanone